O=S1(CCN(CC1)C1=CC=C(S1)\C=C/1\C(=NOC1=O)C(C(F)(F)F)(F)F)=O (Z)-4-((5-(1,1-dioxidothiomorpholino)thiophen-2-yl)methylene)-3-(perfluoroethyl)isoxazol-5(4H)-one